(R)-(5-((2,3-dihydro-[1,4]dioxino[2,3-b]pyridin-7-yl)sulfonyl)-3,4,5,6-tetrahydropyrrolo[3,4-c]pyrrol-2(1H)-yl)(tetrahydro-2H-pyran-3-yl)methanone O1CCOC2=NC=C(C=C21)S(=O)(=O)N2CC1=C(C2)CN(C1)C(=O)[C@H]1COCCC1